tert-Butyl 5-(4,4,5,5-tetramethyl-1,3,2-dioxaborolan-2-yl)isoindoline-2-carboxylate CC1(OB(OC1(C)C)C=1C=C2CN(CC2=CC1)C(=O)OC(C)(C)C)C